C(C1=CC=CC=C1)N1CCC(=CC1)C(CC[C@H]1CC(N(C1)C(=O)OC(C)(C)C)(C)C)NC(C(F)(F)F)=O tert-Butyl (4S)-4-[3-(1-benzyl-3,6-dihydro-2H-pyridin-4-yl)-3-[(2,2,2-trifluoroacetyl)amino]propyl]-2,2-dimethyl-pyrrolidine-1-carboxylate